O(C1=CC=CC=C1)C1=CC=C(C=C1)C=1C=C(N2N=CN=C(C21)N)C2CCC1(OCCO1)CC2 5-(4-phenoxyphenyl)-7-(1,4-dioxaspiro[4.5]decan-8-yl)pyrrolo[2,1-f][1,2,4]triazine-4-amine